C(C)(C)(C)OC(=O)N(C)CC1=CC(=C(C(=O)OC)C=C1)C methyl 4-(((tert-butoxycarbonyl)(methyl)amino)methyl)-2-methylbenzoate